N1=CC(=CC=C1)C=1N=CC(=NC1)NC12CC(C1)(C2)N N1-[5-(pyridin-3-yl)pyrazin-2-yl]bicyclo[1.1.1]pentane-1,3-diamine